OC1=C(C(=CC(=C1CN(C(OCCC)=O)C)CCCCC)O)C1CCCC(=C1)C propyl ((2,6-dihydroxy-5'-methyl-4-pentyl-1',2',3',4'-tetrahydro-[1,1'-biphenyl]-3-yl)methyl)(methyl)carbamate